N-(3-(6-(1,1-difluoroethyl)pyrazin-2-yl)-1-methyl-1H-pyrrolo[2,3-c]pyridin-5-yl)acetamide FC(C)(F)C1=CN=CC(=N1)C1=CN(C2=CN=C(C=C21)NC(C)=O)C